C1(CCC1)CN1N=NC=C1C(=O)OCC ethyl 1-(cyclobutylmethyl)-1H-1,2,3-triazole-5-carboxylate